ClC1=CC(=C(C=C1)CC(=O)N1CCC2=CC=C(C=C12)C(F)(F)F)OC 2-(4-chloro-2-methoxyphenyl)-1-(6-(trifluoromethyl)-indolin-1-yl)ethanone